CN1CC2CCC(C1)N2CC=2C=CC(=NC2)C=2C(=NC=CC2)N (5-((3-methyl-3,8-diazabicyclo[3.2.1]octan-8-yl)methyl)pyridin-2-yl)pyridin-2-amine